C(C1=CC=CC=C1)OC1=C(C(=O)NOC(C(C)(C)C)=O)C=CC(=C1)C(F)(F)F (benzyloxy)-N-(pivaloyloxy)-4-(trifluoromethyl)benzamide